C1(=CC=CC=C1)C=1C(=C2C(=NC1)CC=1C=CC=CC12)C1=CC=CC=C1 3,4-diphenyl-9H-indeno[2,1-b]pyridine